P(O)(O)=O.OCC(CO)(CO)CO pentaerythritol monophosphonate